FC=1C=C(C=C(C1)C=1C=NSC1)CC(=O)O 2-(3-fluoro-5-(isothiazol-4-yl)phenyl)Acetic acid